9,9',9'',9'''-(4-(2,6-diphenylpyrimidin-4-yl)-6-(6-methylpyridin-2-yl)benzene-1,2,3,5-tetrayl)tetrakis(3-(tert-butyl)-9H-carbazole) C1(=CC=CC=C1)C1=NC(=CC(=N1)C1=C(C(=C(C(=C1N1C2=CC=CC=C2C=2C=C(C=CC12)C(C)(C)C)C1=NC(=CC=C1)C)N1C2=CC=CC=C2C=2C=C(C=CC12)C(C)(C)C)N1C2=CC=CC=C2C=2C=C(C=CC12)C(C)(C)C)N1C2=CC=CC=C2C=2C=C(C=CC12)C(C)(C)C)C1=CC=CC=C1